2-({6-[4-(tert-butyl)phenyl]-1,4-dihydro-1,2,4,5-tetrazin-3-yl}sulfonyl)-1-(4-chlorophenyl)-1-ethanone C(C)(C)(C)C1=CC=C(C=C1)C1=NNC(=NN1)S(=O)(=O)CC(=O)C1=CC=C(C=C1)Cl